6-(1-(1-ethoxyethyl)-1H-pyrazol-4-yl)-N-(tetrahydro-2H-pyran-4-yl)-5-(2,2,2-trifluoroethoxy)-[1,2,4]triazolo[1,5-a]pyridin-2-amine C(C)OC(C)N1N=CC(=C1)C=1C=CC=2N(C1OCC(F)(F)F)N=C(N2)NC2CCOCC2